(1S)-5-[(1R)-2-fluoro-1-hydroxy-1-methyl-ethyl]-1-methyl-3,4-dihydro-1H-isoquinoline-2-carboxylic acid tert-butyl ester C(C)(C)(C)OC(=O)N1[C@H](C2=CC=CC(=C2CC1)[C@@](CF)(C)O)C